Tert-butyl 2-{4-[7'-(2-methylcyclopentyl)-6'-oxospiro[cyclopropane-1,5'-pyrrolo[2,3-d]pyrimidin]-2'-ylamino]piperidin-1-ylsulfonyl}-2,6-diazaspiro[3.5]nonane-6-carboxylate CC1C(CCC1)N1C(C2(C3=C1N=C(N=C3)NC3CCN(CC3)S(=O)(=O)N3CC1(C3)CN(CCC1)C(=O)OC(C)(C)C)CC2)=O